4-(3,5-dichlorophenyl)-1-(4-nitrophenyl)sulfonyl-piperidin-4-ol ClC=1C=C(C=C(C1)Cl)C1(CCN(CC1)S(=O)(=O)C1=CC=C(C=C1)[N+](=O)[O-])O